ON(C(CCC(C)N)CC)O N,N-dihydroxyethyl-1,4-pentanediamine